methyl (S)-3-(8-bromo-6-(pyridin-2-yl)-1-((2-morpholinoethyl)thio)-4H-benzo[f][1,2,4]triazolo[4,3-a][1,4]diazepin-4-yl)propionate BrC=1C=CC2=C(C(=N[C@H](C=3N2C(=NN3)SCCN3CCOCC3)CCC(=O)OC)C3=NC=CC=C3)C1